(S,E)-Methyl-7-(1-(2-(2-adamantylamino)-2-oxoethyl)-2-oxo-1,2-dihydropyridin-3-ylamino)-7-oxo-6-((R)-piperidin-3-carboxamido)hept-2-enoat COC(\C=C\CC[C@@H](C(=O)NC=1C(N(C=CC1)CC(=O)NC1C2CC3CC(CC1C3)C2)=O)NC(=O)[C@H]2CNCCC2)=O